C1=NC(=CC=NC=CN=CC=NC=COC=2C=NC=3C=CC=CC3C21)C(=O)N oxa[4,7,10,14]tetraazacycloheptadecino[17,16-c]quinoline-3-carboxamide